7-(trifluoromethyl)naphthalen-2-ol FC(C1=CC=C2C=CC(=CC2=C1)O)(F)F